O=C1NC(CCC1N1C(C2=CC=C(C(=C2C1=O)C)C1CCN(CC1)C1CC(C1)OC1CCNCC1)=O)=O 2-(2,6-dioxo-3-piperidinyl)-4-methyl-5-[1-[3-(4-piperidinyloxy)cyclobutyl]-4-piperidinyl]isoindoline-1,3-dione